N-tert-Butoxycarbonyl-N-(5-fluoro-2-nitro-phenyl)carbamic acid tert-butyl ester C(C)(C)(C)OC(N(C1=C(C=CC(=C1)F)[N+](=O)[O-])C(=O)OC(C)(C)C)=O